C1(=CC=CC=C1)C(CCCCC)C=C(C(=O)O)C.C(C(=C)C)(=O)OC(CCCCC)C1=CC=CC=C1 1-phenylhexyl methacrylate (1-phenylhexyl methacrylate)